OC1=C(C=C(C=C1)C=1C=NC2=CC=CC=C2C1)C 3-(4-hydroxy-3-methylphenyl)quinoline